10-fluoro-6-(3-(2-hydroxyethylamino)propylamino)-12H-thiochromeno[2,3-c]quinolin-12-one FC1=CC=2C(C3=C(C(=NC4=CC=CC=C34)NCCCNCCO)SC2C=C1)=O